CC=1C(=NN(C1)COCC[Si](C)(C)C)CN (4-methyl-1-((2-(trimethylsilyl)ethoxy)methyl)-1H-pyrazol-3-yl)methanamine